BrC(C(=O)OCC)C(C1=NC=CC=C1)=O ethyl 2-bromo-3-oxo-3-(pyridin-2-yl)propanoate